Sodium Octyl Thiosulfate S(=S)(=O)(OCCCCCCCC)[O-].[Na+]